[Si](C)(C)(C(C)(C)C)OC=1C=C(C=CC1)S 3-[(tert-butyldimethylsilyl)oxy]Benzenethiol